α,α',α''-trimethyl-1,3,5-triazine-1,3,5(2H,4H,6H)triethanol CC(CN1CN(CN(C1)CC(O)C)CC(O)C)O